1-bromo-3-(difluoromethyl)-2-fluoro-5-(trifluoromethyl)benzene isotetracosyl-acrylate C(CCCCCCCCCCCCCCCCCCCCC(C)C)OC(C=C)=O.BrC1=C(C(=CC(=C1)C(F)(F)F)C(F)F)F